2-bromo-1-(thieno[3,2-b]pyridin-7-yl)ethan-1-one BrCC(=O)C1=C2C(=NC=C1)C=CS2